C1(CC1)C#CC1=C(C=C(C=C1)[C@@H](C)N1C(C=C(C=C1C)OCS(=O)(=O)N(C)C)=O)F (R)-1-(1-(1-(4-(cyclopropylethynyl)-3-fluorophenyl)ethyl)-6-methyl-2-oxo-1,2-dihydropyridin-4-yloxy)-N,N-dimethylmethanesulfonamide